3-(4-nitro-1H-imidazol-1-yl)-1H-pyrazole [N+](=O)([O-])C=1N=CN(C1)C1=NNC=C1